C(C)C1(C(C(=O)[O-])(O1)C1=CC=CC=C1)C ethyl-methyl-phenyl-glycidate